C1(CC1)C1=C(C(=NO1)C1=C(C=CC=C1)C(F)(F)F)C=CC1CC2(CC(C2)CO)C1 (6-(2-(5-Cyclopropyl-3-(2-(trifluoromethyl)phenyl)isoxazol-4-yl)vinyl)spiro[3.3]heptan-2-yl)methanol